3-((4-(dimethylamino)butanoyl)oxy)-2-(hydroxymethyl)propyl (9Z,12Z)-octadeca-9,12-dienoate C(CCCCCCC\C=C/C\C=C/CCCCC)(=O)OCC(COC(CCCN(C)C)=O)CO